CN1C=NC2=C1C=C(C(=C2)C2=CC=CN1C(=CC=C21)C(=O)N2CCC(CC2)NC(OC(C)(C)C)=O)C tert-Butyl N-{1-[8-(1,6-dimethyl-1H-1,3-benzodiazol-5-yl) indolizine-3-carbonyl]piperidin-4-yl}carbamate